ClC=1C=C(C=NC1N1N=CC=N1)NC(=O)C=1C=NN(C1C(F)(F)F)C1=C2C(=CC=NC2=CC=C1)C(F)F N-(5-chloro-6-(2H-1,2,3-triazol-2-yl)pyridin-3-yl)-1-(4-(difluoromethyl)quinolin-5-yl)-5-(trifluoromethyl)-1H-pyrazole-4-carboxamide